C(#N)N1C[C@@H](C[C@H]1CF)NC(=O)C=1OC(=NN1)C1=CC(=CC=C1)C#N N-((3r,5s)-1-cyano-5-(fluoromethyl)pyrrolidin-3-yl)-5-(3-cyanophenyl)-1,3,4-oxadiazole-2-carboxamide